Z-vinyl iodide C(=C)I